FC1(C(C1)C1=CC=C(C=C1)NC(OC1=CC=CC=C1)=O)F phenyl (4-(2,2-difluorocyclopropyl) phenyl)carbamate